(E)-2-((2-amino-6-(2-((tert-butoxycarbonyl)amino) acetamido)pyridin-3-yl)diazenyl)phenyl butyrate C(CCC)(=O)OC1=C(C=CC=C1)\N=N\C=1C(=NC(=CC1)NC(CNC(=O)OC(C)(C)C)=O)N